3-[2-amino-5-[2-(difluoromethyl)-6-methyl-4-pyridinyl]thiazol-4-yl]benzonitrile NC=1SC(=C(N1)C=1C=C(C#N)C=CC1)C1=CC(=NC(=C1)C)C(F)F